tert-butyl (R)-2-(((4-(1,3-dioxoisoindolin-2-yl)butyl)(pyridin-2-ylmethyl)amino)methyl)piperazine-1-carboxylate O=C1N(C(C2=CC=CC=C12)=O)CCCCN(CC1=NC=CC=C1)C[C@@H]1N(CCNC1)C(=O)OC(C)(C)C